((R)-2-(2-Chloro-3-fluorophenyl)piperidin-1-yl)-N-((R,E)-4-(methylsulfonyl)but-3-en-2-yl)pyrazine-2-carboxamide ClC1=C(C=CC=C1F)[C@@H]1N(CCCC1)C=1C(=NC=CN1)C(=O)N[C@H](C)\C=C\S(=O)(=O)C